2-((2,5-dichloropyridin-4-yl)amino)-6-fluoro-N-methoxybenzamide ClC1=NC=C(C(=C1)NC1=C(C(=O)NOC)C(=CC=C1)F)Cl